N-[1,1'-biphenyl]-4-yl-N-(9,9-dimethyl-9H-fluoren-2-yl)-9,9'-spirobi[9H-fluorene]-4-amine C1(=CC=C(C=C1)N(C1=CC=CC=2C3(C4=CC=CC=C4C12)C1=CC=CC=C1C=1C=CC=CC13)C1=CC=3C(C2=CC=CC=C2C3C=C1)(C)C)C1=CC=CC=C1